(7R,14R)-1-(difluoromethoxy)-11-(5,5-difluoropent-1-yn-1-yl)-6-(methyl-d3)-6,7-dihydro-7,14-methanobenzo[f]benzo[4,5]imidazo[1,2-a][1,4]diazocin-5(14H)-one FC(OC1=CC=CC=2C(N([C@H]3C=4N([C@@H](C21)C3)C3=C(N4)C=CC(=C3)C#CCCC(F)F)C([2H])([2H])[2H])=O)F